ClC=1C=C(C=CC1)NC=1N=C(N=NC1C(=O)N)NC=1C=C2CCN(CC2=CC1OC)C ((3-chlorophenyl)amino)-3-((7-methoxy-2-methyl-1,2,3,4-tetrahydroisoquinolin-6-yl)amino)-1,2,4-triazine-6-carboxamide